2,2-DIMETHYL-CYCLOPENTANECARBOXYLIC ACID CC1(C(CCC1)C(=O)O)C